4-([1,1'-biphenyl]-3-yl)-3-methyl-N-(4-methyl-1-azabicyclo[3.2.2]non-4-yl)piperazine-1-carboxamide C1(=CC(=CC=C1)N1C(CN(CC1)C(=O)NC1(CCN2CCC1CC2)C)C)C2=CC=CC=C2